C(C=C)(=O)N1CCN(CC1)C1=C(C(N(C2=NC(=C(C=C12)Cl)C1=C(C(=C(C(=C1Cl)F)F)N)Cl)C=1C(=NC=CC1C)C(C)C)=O)C#N (4-Acryloylpiperazin-1-yl)-7-(3-amino-2,6-dichloro-4,5-difluorophenyl)-6-chloro-1-(2-isopropyl-4-methylpyridin-3-yl)-2-oxo-1,2-dihydro-1,8-naphthyridine-3-carbonitrile